CCl.CN(C)CCCC(C(=O)N)=C dimethylaminopropylacrylamide-methyl chloride salt